C(C1=CC=CC=C1)OC(N(C(C(C=C)C)CO)CC1=CC=CC=C1)=O syn-(±)-benzyl-N-[1-(hydroxymethyl)-2-methyl-but-3-enyl]carbamic acid benzyl ester